C(=O)(O)[C@H](CCNC(CCCS)=O)NC(N[C@H](C(=O)O)CCC(=O)O)=O (S)-2-(3-((S)-1-carboxy-3-(4-mercaptobutanamido)propyl)ureido)pentanedioic acid